[Zn+2].C(C=C(C(=O)[O-])CC(=O)[O-])(=O)[O-].C(C=C(C(=O)[O-])CC(=O)[O-])(=O)[O-].[Zn+2].[Zn+2] aconitate zinc